1-(4-chlorobenzyl)-3-(6-(4-methylbenzoyl)-6-azaspiro[3.4]oct-2-yl)urea ClC1=CC=C(CNC(=O)NC2CC3(C2)CN(CC3)C(C3=CC=C(C=C3)C)=O)C=C1